COC1=CC=C(C=C1)CN1N=NC(=C1C(F)(F)F)C1=CC(=NC=C1)C=O 4-{1-[(4-methoxyphenyl)methyl]-5-(trifluoromethyl)-1H-1,2,3-triazol-4-yl}pyridine-2-carbaldehyde